N-(3-chloro-4-fluorophenyl)-N-ethyl-2-(6-methyl-4-(trifluoromethyl)pyridin-2-yl)-5-oxopyrazolidine-3-carboxamide ClC=1C=C(C=CC1F)N(C(=O)C1N(NC(C1)=O)C1=NC(=CC(=C1)C(F)(F)F)C)CC